(R)-2-(3-(4-acryloylmorpholin-2-yl)-5-chlorophenyl)-N-methylisonicotinamide C(C=C)(=O)N1C[C@H](OCC1)C=1C=C(C=C(C1)Cl)C=1C=C(C(=O)NC)C=CN1